[N+](=O)([O-])C=1C=CC(=NC1)NC[C@@H](CO)O (S)-3-((5-nitropyridin-2-yl)amino)propan-1,2-diol